5-isopropyl-2-methyl-7-(2-phenethoxyvinyl)bicyclo[2.2.2]oct-2-ene C(C)(C)C1C2C=C(C(C1)C(C2)C=COCCC2=CC=CC=C2)C